CCC1=CC=CC(=C1C)C 3-Ethyl-o-xylene